ClC=1C=C(CC2=C3C(=NC(=NC3=CC=C2C=2C(=NOC2C)C)C=2C=NN(C2)CCN2CCOCC2)N)C=CC1 (3-chlorobenzyl)-6-(3,5-dimethylisoxazol-4-yl)-2-(1-(2-morpholinoethyl)-1H-pyrazol-4-yl)quinazolin-4-amine